methyl 2-(2-aminoethyl)-5-bromo-2H-indazole-3-carboxylate NCCN1N=C2C=CC(=CC2=C1C(=O)OC)Br